CC=1N=NNC1[Sn](CCCC)(CCCC)CCCC 4-(methyl)-5-(tributylstannyl)-1H-1,2,3-triazole